C(C)(C)(C)C=1C=C(C=CC1)[C@@H]1C[C@H](NCC1)C (2R,4S)-4-(3-(tert-butyl)phenyl)-2-methylpiperidine